(S)-2-methyl-N-(1-(2-methylpyridin-3-yl)ethylidene)propane-2-sulfinamide CC(C)(C)[S@](=O)N=C(C)C=1C(=NC=CC1)C